(R)-2-(4-(2-(4-(3,10-dibromo-8-chloro-6,11-dihydro-5H-benzo[5,6]cyclohepta[1,2-b]pyridin-11-yl)piperidin-1-yl)-2-oxoethyl)piperidin-1-yl)acetamide BrC=1C=C2C(=NC1)[C@@H](C1=C(CC2)C=C(C=C1Br)Cl)C1CCN(CC1)C(CC1CCN(CC1)CC(=O)N)=O